3,4-DIFLUOROPHENYLGLYOXAL FC=1C=C(C=CC1F)C(=O)C=O